(S)-N-(5-(1-(3-ethoxy-4-methoxyphenyl)-2-(methylsulfonyl)ethyl)-6-oxo-5,6-dihydro-4H-thieno[2,3-c]pyrrol-3-yl)-2-methoxyacetamide C(C)OC=1C=C(C=CC1OC)[C@@H](CS(=O)(=O)C)N1C(C2=C(C1)C(=CS2)NC(COC)=O)=O